C(C)(C)(C)OC(=O)NCC(=O)OC1=CC2=C(NC=N2)C=C1 1H-benzo[d]imidazol-5-yl (tert-butoxycarbonyl)glycinate